3-[1-methyl-7-[(3S)-pyrrolidin-3-yl]indazol-3-yl]piperidine-2,6-dion CN1N=C(C2=CC=CC(=C12)[C@H]1CNCC1)C1C(NC(CC1)=O)=O